3-(2-Chloro-6-fluorophenyl)-1-cyclopropyl-7-(4-ethyl-3-(hydroxymethyl)-5-oxo-4,5-dihydro-1H-1,2,4-triazol-1-yl)-6-fluoro-2,3-dihydropyrido[2,3-d]pyrimidin-4(1H)-one ClC1=C(C(=CC=C1)F)N1CN(C2=C(C1=O)C=C(C(=N2)N2N=C(N(C2=O)CC)CO)F)C2CC2